5-bromo-N-[(1S)-1-(2-pyrimidin-2-yl-1,2,4-triazol-3-yl)ethyl]indoline-1-carboxamide BrC=1C=C2CCN(C2=CC1)C(=O)N[C@@H](C)C=1N(N=CN1)C1=NC=CC=N1